FC(C)=C(F)F 2,3,3-trifluoro-2-propen